CC=1CC(C(C(C1)C)C)C=O 3,5,6-trimethyl-3-cyclohexenealdehyde